OC=1C=C(C=C(C1O)O)CC1OC=2C=C(C=C(C2CC1O)O)O 2-[(3,4,5-trihydroxyphenyl)methyl]-3,4-dihydro-2H-chromene-3,5,7-triol